C(#N)C1=C(C=CC(=C1)C(=O)C1=CC=C2C(=CC=CN12)C1=C(C2=C(N(C=N2)C)C=C1Cl)Cl)NC(C=CC)=O N-(2-cyano-4-(8-(4,6-dichloro-1-methyl-1H-benzo(d)imidazol-5-yl)indolizine-3-carbonyl)phenyl)but-2-enamide